6-(3-(4-chlorobenzyl)ureido)spiro[3.3]heptane-2-carboxylic acid ClC1=CC=C(CNC(NC2CC3(CC(C3)C(=O)O)C2)=O)C=C1